C(C)(C)(C)OC(=O)NC=1CC(CC1)C(=O)OC(C)(C)C (E)-tert-butyl 2-(tert-butoxycarbonylamino)-5-cyclopent-2-enoate